N-lactoyl-3-amino-1,2-propanediol C(C(O)C)(=O)NCC(CO)O